(trifluoromethyl)benzo[6,7]oxepino[3,2-b]pyridine-7-carboxylate FC(F)(F)OC(=O)C1=CC2=C(C=CC3=NC=CC=C3O2)C=C1